BrC1=C2C=NN(C2=CC2=C1C(C(C2)C)=O)C2OCCCC2 4-bromo-6-methyl-1-(tetrahydro-2H-pyran-2-yl)-6,7-dihydrocyclopenta[f]indazol-5(1H)-one